C(C(C)O)O PROPYLENE GLYCOL